3-methanesulfonylamino-4-methyl-benzeneboronic acid CS(=O)(=O)NC=1C=C(C=CC1C)B(O)O